BrC1=C(C=CC=C1)N1N=CC(=N1)N 2-(2-bromophenyl)-2H-1,2,3-triazol-4-amine